(R)-N-(3-Hydroxy-4-(4-(2-methoxyphenyl)piperazin-1-yl)butyl)-5,7-dihydro-6H-pyrrolo[3,4-b]pyridine-6-carboxamide O[C@H](CCNC(=O)N1CC2=NC=CC=C2C1)CN1CCN(CC1)C1=C(C=CC=C1)OC